ethyl 6-chloro-3-ethylthiopyridine-2-carboxylate ClC1=CC=C(C(=N1)C(=S)OCC)CC